(5S,8S,10aR)-5-[(tert-butoxycarbonyl)amino]-6-oxo-octahydro-1H-pyrrolo[1,2-a][1,5]diazocine-8-carboxylic acid methyl ester COC(=O)[C@@H]1CC[C@H]2N1C([C@H](CNCC2)NC(=O)OC(C)(C)C)=O